(2R,4S)-2-(4-boronobutyl)-1-(tert-butoxycarbonyl)-4-((S)-2-((tert-butoxycarbonyl)amino)-3,3-dimethylbutyramido)piperidine-2-carboxylic acid B(O)(O)CCCC[C@]1(N(CC[C@@H](C1)NC([C@H](C(C)(C)C)NC(=O)OC(C)(C)C)=O)C(=O)OC(C)(C)C)C(=O)O